C(C)(C)(C)OC[C@@H]1C(NCCN1)=O (3R)-3-(t-Butoxymethyl)-piperazin-2-one